ClC1=CC(=NC(=C1)C=1C=NN2C1C=CC=C2)C2CN(CCC2)C(=O)OC(C)(C)C tert-butyl 3-(4-chloro-6-(pyrazolo[1,5-a]pyridin-3-yl)pyridin-2-yl)piperidine-1-carboxylate